The molecule is a chalcone that is (E)-chalcone bearing four additional hydroxy substituents at positions 2', 3, 4 and 4'. It has a role as a tyrosine kinase inhibitor, an antioxidant, an EC 1.1.1.21 (aldehyde reductase) inhibitor and an antineoplastic agent. C1=CC(=C(C=C1/C=C/C(=O)C2=C(C=C(C=C2)O)O)O)O